C(C)(C)(C)OC(=O)C=1N=CSC1N(CC1=CC=C(C=C1)OC)S(=O)(=O)C1=CC(=C(C=C1)NC(CCC#N)=O)F 5-[[4-(3-cyanopropanoylamino)-3-fluoro-phenyl]sulfonyl-[(4-methoxyphenyl)methyl]amino]thiazole-4-carboxylic acid tert-butyl ester